C(C)(C)(C)OC(=O)N1CC(CC1)CC1=CC=C(C=C1)Br.O=C(CCCCCCC(=O)NCCC1=C(NC2=CC=CC=C12)C1=CC=CC=C1)C 8-oxo-N-[2-(2-phenyl-1H-indol-3-yl)ethyl]nonanamide tert-butyl-3-(4-bromobenzyl)pyrrolidine-1-carboxylate